[Si](C)(C)(C(C)(C)C)C#CC=1N=C(C(=NC1)C1=C(C2=C(N=CN=C2N)N1C)C1=CC=C(C=C1)OC1=NC=CC(=N1)C)C 6-{5-[2-(tert-butyldimethylsilyl)ethynyl]-3-methylpyrazin-2-yl}-7-methyl-5-{4-[(4-methylpyrimidin-2-yl)oxy]phenyl}-7H-pyrrolo[2,3-d]pyrimidin-4-amine